5-(4-(4-chlorobenzyl)-5-methyl-4H-1,2,4-triazol-3-yl)-1H-indazole ClC1=CC=C(CN2C(=NN=C2C)C=2C=C3C=NNC3=CC2)C=C1